C(C)(C)(C)OC(=O)N1[C@H]([C@H](CC1)NS(=O)(=O)C1CC1)CC=1C(=C(C=CC1)C1=CC(=CC(=C1)F)F)F (2S,3S)-3-((cyclopropylsulfonyl)amino)-2-((2,3',5'-trifluoro[biphenyl]-3-yl)methyl)pyrrolidine-1-carboxylic acid tert-butyl ester